ClC1=C(C(=CC=C1Cl)O)C1=CC=2N(C=C1)C(=C(N2)CN2CCC(CC2)(O)C)CO 1-((7-(2,3-dichloro-6-hydroxyphenyl)-3-(hydroxymethyl)imidazo[1,2-a]pyridin-2-yl)methyl)-4-methylpiperidin-4-ol